4,6-dichloro-5-(1,3-dioxolan-2-yl)-2-(methylsulfonyl)pyrimidine ClC1=NC(=NC(=C1C1OCCO1)Cl)S(=O)(=O)C